(4-methyl-5-nitropyridin-2-yl)thiazole CC1=CC(=NC=C1[N+](=O)[O-])C=1SC=CN1